N-(4-((4-chlorophenyl)sulfonyl)phenyl)acetamide ClC1=CC=C(C=C1)S(=O)(=O)C1=CC=C(C=C1)NC(C)=O